3-((1-ethyl-4,6-difluoro-2-methyl-1H-benzo[d]imidazol-5-yl)ethynyl)-1-((3S,5R)-5-(methoxymethyl)pyrrolidin-3-yl)-1H-pyrazolo[4,3-c]pyridin-4-amine 2,2,2-trifluoroacetate FC(C(=O)O)(F)F.C(C)N1C(=NC2=C1C=C(C(=C2F)C#CC2=NN(C1=C2C(=NC=C1)N)[C@@H]1CN[C@H](C1)COC)F)C